N-(2-azaspiro[3.3]heptane-6-yl)-5-methylsulfonyl-furan-2-carboxamide C1NCC12CC(C2)NC(=O)C=2OC(=CC2)S(=O)(=O)C